3-hydroxy-4,5-bis-benzyloxy-6-benzyloxymethyl-2-phenyl-2-oxo-2λ5-[1,2]oxaphosphorinane OC1P(OC(C(C1OCC1=CC=CC=C1)OCC1=CC=CC=C1)COCC1=CC=CC=C1)(=O)C1=CC=CC=C1